ClC1=C(C=C(C=C1F)F)C1=CC2=C(O[C@H](CN2S(=O)(=O)C2=CC(=CC=C2)C(F)(F)F)CCC(=O)O)C(=C1)F (S)-3-(6-(2-chloro-3,5-difluorophenyl)-8-fluoro-4-((3-(trifluoromethyl)phenyl)sulfonyl)-3,4-dihydro-2H-benzo[b][1,4]oxazin-2-yl)propanoic acid